C(C)(C)(C)OC(NC1=CC(=C(C=C1)C)CCCO)=O (3-(3-hydroxypropyl)-4-methylphenyl)carbamic acid tert-butyl ester